ClC=1C(=CC2=C(CC(O2)C=2C=C(C#N)C=C(C2)C2=NOC(N2)=O)C1)F 3-(5-chloro-6-fluoro-2,3-dihydrobenzofuran-2-yl)-5-(5-oxo-4,5-dihydro-1,2,4-oxadiazol-3-yl)benzonitrile